[Cl-].C[N+](C[C@H](COCCCCCCCC\C=C/CCCCCCCC)OCCCCCCCC\C=C/CCCCCCCC)(C)C (R)-N,N,N-trimethyl-2,3-dioleyloxy-1-propanaminium chloride